1-(4-(2-chloropyrimidin-4-yl)piperazin-1-yl)ethan-1-one ClC1=NC=CC(=N1)N1CCN(CC1)C(C)=O